CCCCCCCCCCCCCCCCCC/C=C\OC[C@H](COP(=O)([O-])OCC[N+](C)(C)C)OC(=O)CCCCCCC/C=C\CCCCCC 1-(1Z-eicosenyl)-2-(9Z-hexadecenoyl)-glycero-3-phosphocholine